5-bromo-2-fluoro-3-(pyrrolidin-1-yl)pyridine BrC=1C=C(C(=NC1)F)N1CCCC1